N,N-bis(2-methoxyethyl)-N,N-dimethyl-ammonium chloride [Cl-].COCC[N+](C)(C)CCOC